C(CC(=O)N)[C@@H](C(=O)N[C@@H](CO)C(=O)O)NC(=O)[C@H](CC(=O)O)N The molecule is a tripeptide composed of L-aspartic acid, L-glutamine and L-serine joined in sequence by peptide linkages. It has a role as a metabolite. It derives from a L-aspartic acid, a L-glutamine and a L-serine.